Cl.CN1[C@@H]([C@H](CC1)O)C(=O)O methyl-(3S)-3-hydroxy-L-proline hydrochloride